N1(CCNCC1)C1=NC(=NO1)C1=CC=C(C#N)C=C1 4-(5-(piperazin-1-yl)-1,2,4-oxadiazol-3-yl)benzonitrile